2-(2,6-Dioxopiperidin-3-yl)-4-(methyl((1-(pyridin-3-yl)-1H-1,2,3-triazol-4-yl)methyl)amino)isoindoline-1,3-dione O=C1NC(CCC1N1C(C2=CC=CC(=C2C1=O)N(CC=1N=NN(C1)C=1C=NC=CC1)C)=O)=O